FC=1C(=C(C=C2C(C=3C(=NC=CC3)OC12)OC1OCCCC1)C#N)I 9-Fluoro-8-iodo-5-((tetrahydro-2H-pyran-2-yl)oxy)-5H-chromeno[2,3-b]pyridine-7-carbonitrile